C(CC(=O)C)(=O)O.C(CC)O[Ga](CC)CC propoxydiethyl-gallium acetoacetate